O=C1NC(CCC1N1C(N(C2=C1C=CC(=C2)CCCN2CCN(CC2)C(=O)C2CCC(CC2)NC(OC(C)(C)C)=O)C)=O)=O Tert-butyl N-[4-[4-[3-[1-(2,6-dioxo-3-piperidyl)-3-methyl-2-oxo-benzimidazol-5-yl]propyl]piperazine-1-carbonyl]cyclohexyl]carbamate